6-chloro-1-methyl-2-oxo-1,2-dihydro-1,5-naphthyridine-3-carbonitrile ClC=1N=C2C=C(C(N(C2=CC1)C)=O)C#N